isopropyl 1-(dibromomethyl)-3,3-dimethoxycyclobutane-1-carboxylate BrC(C1(CC(C1)(OC)OC)C(=O)OC(C)C)Br